1-benzyl-3-methylpyrrolidine-2,4-dione C(C1=CC=CC=C1)N1C(C(C(C1)=O)C)=O